4-(7-bromo-1-(2-isopropylphenyl)-3-methyl-4,5-dihydro-2H-benzo[e]isoindol-2-yl)phenol BrC1=CC2=C(C3=C(N(C(=C3CC2)C)C2=CC=C(C=C2)O)C2=C(C=CC=C2)C(C)C)C=C1